p-nitrophenoxysarin [N+](=O)([O-])C1=CC=C(OCP(OC(C)C)(F)=O)C=C1